(phosphinyloxy)methyl ketone [PH2](=O)OCC(=O)CO[PH2]=O